C(C)(C)(C)C(CCC)OC(NCC)=O ethylcarbamic acid tert-butylButyl ester